tert-Butyl N-[(5,5-dimethyltetrahydrofuran-3-ylidene)amino]carbamate CC1(CC(CO1)=NNC(OC(C)(C)C)=O)C